C(C)(=O)OCCC1=CC(=C(C=C1)N1C(NC(CC1)=O)=O)F 4-(2,4-dioxotetrahydropyrimidin-1(2H)-yl)-3-fluorophenethyl acetate